caprylic acid vanillylamide C(C1=CC(OC)=C(O)C=C1)NC(CCCCCCC)=O